(4-fluorobenzyl)-N-(1-phenethylpiperidin-4-yl)-2-furamide FC1=CC=C(CC2=C(OC=C2)C(=O)NC2CCN(CC2)CCC2=CC=CC=C2)C=C1